Methyl 4-bromo-5-chloro-1-(3-methoxy-3-oxopropyl)-3-ethyl-1H-indole-2-carboxylate BrC1=C2C(=C(N(C2=CC=C1Cl)CCC(=O)OC)C(=O)OC)CC